C(#N)C1(CC1)C1=CC=C(C=C1)C1=C(C=NC2=CC=C(C=C12)F)C(=O)N1CCC(CC1)(C#N)O 1-(4-(4-(1-Cyanocyclopropyl)phenyl)-6-fluoroquinoline-3-carbonyl)-4-hydroxypiperidine-4-carbonitrile